C(#N)C1(CC1)NC(=O)[C@H]1N(C[C@@H](C1)S(=O)(=O)C1=CC=C(C=C1)N1N=C(N=C1C)C)C(=O)C1(CC1)C(F)(F)F (2S,4R)-N-(1-cyanocyclopropyl)-4-(4-(3,5-dimethyl-1H-1,2,4-triazol-1-yl)phenylsulfonyl)-1-(1-(trifluoromethyl)cyclopropanecarbonyl)pyrrolidine-2-carboxamide